COC1=CC=C(C=C1)C(OC[C@]1(O[C@H](CN(C1)C(C)C)N1C(N=C(C=C1)NC(C1=CC=CC=C1)=O)=O)COP(N(C(C)C)C(C)C)OCCC#N)(C1=CC=CC=C1)C1=CC=C(C=C1)OC N-[1-[(2R,6S)-6-[[bis(4-methoxyphenyl)-phenyl-methoxy]methyl]-6-[[2-cyanoethoxy-(diisopropylamino)phosphanyl]oxymethyl]-4-isopropyl-morpholin-2-yl]-2-oxo-pyrimidin-4-yl]benzamide